N1CCC(CC1)C=1SC2=C(N1)C=CC=C2 2-(4-piperidyl)-1,3-benzothiazole